ClC1=C(C(=C(C=C1OC)OC)Cl)NC(N(C)C1=CC(=NC=N1)NC1=CC=C(C=C1)N1CCN(CC1)CC(=O)NCCOCCC(=O)O)=O 3-(2-(2-(4-(4-((6-(3-(2,6-dichloro-3,5-dimethoxyphenyl)-1-methylureido)pyrimidin-4-yl)amino)phenyl)piperazin-1-yl)acetamido)ethoxy)propanoic acid